FC(CC=1N=C(SC1)C=O)(F)F 4-(2,2,2-trifluoroethyl)thiazole-2-carbaldehyde